OC([C@@H](C1=C(C=CC=C1)CCO)S[C@@H]1O[C@@H]([C@@H]([C@@H]([C@H]1O)N1N=NC(=C1)C1=CC(=C(C(=C1)F)F)F)O)CO)(C)C (2S,3R,4S,5R,6R)-2-(((R)-2-hydroxy-1-(2-(2-hydroxyethyl)phenyl)-2-methylpropyl)thio)-6-(hydroxymethyl)-4-(4-(3,4,5-trifluorophenyl)-1H-1,2,3-triazol-1-yl)tetrahydro-2H-pyran-3,5-diol